ClC1=C(C=CC=C1)C1=NCC2=NN=C(N2C=2SC=3CC(CC3C12)C(=O)OC)C1CC1 methyl 9-(2-chlorophenyl)-3-cyclopropyl-16-thia-2,4,5,8-tetraazatetracyclo-[8.6.0.02,6.011,15]hexadeca-1(10),3,5,8,11(15)-pentaene-13-carboxylate